OCC1NC(OC1C)=O 4-(hydroxymethyl)-5-methyloxazolidin-2-one